6,7-dimethoxy-2-methyl-N-[1-{5-[4-(methylsulfonyl)phenyl]thiophen-2-yl}ethyl]quinazolin-4-amine COC=1C=C2C(=NC(=NC2=CC1OC)C)NC(C)C=1SC(=CC1)C1=CC=C(C=C1)S(=O)(=O)C